FC(S(=O)(=O)[O-])(F)F.C(#N)C=1C=C2C=CC(=[N+](C2=CC1)C)C=CC1=C2C=CC=NC2=C(C=C1)O 6-Cyano-2-[2-(8-hydroxyquinolin-5-yl)-vinyl]-1-methylquinolinium trifluoromethanesulfonate